(2S,4S)-4-phenyl-2-(5-(3-phenylpropyl)-4H-1,2,4-triazol-3-yl)pyrrolidine-1-carboxylic acid tert-butyl ester C(C)(C)(C)OC(=O)N1[C@@H](C[C@H](C1)C1=CC=CC=C1)C1=NN=C(N1)CCCC1=CC=CC=C1